FC1=C(C=C(C(=C1)C(=O)OC)C=O)N1CCN(CC1)C(=O)OC(C)(C)C tert-butyl 4-(2-fluoro-5-formyl-4-(methoxycarbonyl)phenyl)piperazine-1-carboxylate